ClC=1C(NC(NC1CN1C(CCC1)=O)=O)=O 5-chloro-6-[(2-oxopyrrolidin-1-yl)methyl]-2,4(1H,3H)-pyrimidinedione